CN\1CC(OCCCCCCCCCCC(N/C1=N/C(OC(C)(C)C)=O)=O)=O (Z)-tert-Butyl 4-methyl-2,7-dioxo-1-oxa-4,6-diazacycloheptadecan-5-ylidenecarbamate